ClC=1C(=NC(=C(C1)OC)OC)C=O 3-chloro-5,6-dimethoxypyridine-formaldehyde